C(C1=CC=CC=C1)OC(=O)N[C@@H](COS(=O)(=O)C)C(=O)OC methyl N-((benzyloxy) carbonyl)-O-(methylsulfonyl)-L-serinate